ClC=1C=C(C=NC1N1N=CC=N1)NC(=O)[C@H]1C[C@@](C2=C1C=NC=1N2N=C(C1F)F)(C=1C=NN(C1)C)C (6S,8R)-N-(5-chloro-6-(2H-1,2,3-triazol-2-yl)pyridin-3-yl)-2,3-difluoro-8-methyl-8-(1-methyl-1H-pyrazol-4-yl)-7,8-dihydro-6H-cyclopenta[e]pyrazolo[1,5-a]pyrimidine-6-carboxamide